2-benzyl-3-((4-(N-(tert-butyl)sulfamoyl)phenyl)amino)-3-oxopropanoic acid methyl ester COC(C(C(=O)NC1=CC=C(C=C1)S(NC(C)(C)C)(=O)=O)CC1=CC=CC=C1)=O